3-((1r,3r,5s,7r)-3,5-dimethyladamantan-1-yl)-5-fluoro-4'-isopropyl-[1,1'-biphenyl] C[C@]12CC3(CC(C[C@@](C1)(C3)C)C2)C=2C=C(C=C(C2)F)C2=CC=C(C=C2)C(C)C